trichloroethane phosphonate P(O)(O)=O.ClC(C)(Cl)Cl